1-pentadecanoyl-2-(9Z-octadecenoyl)-glycero-3-phosphocholine CCCCCCCCCCCCCCC(=O)OC[C@H](COP(=O)([O-])OCC[N+](C)(C)C)OC(=O)CCCCCCC/C=C\CCCCCCCC